N-(2-chloro-3-((5-chloro-3-methyl-4-oxo-3,4-dihydroquinazolin-6-yl)amino)-4-fluorophenyl)pyrrolidine-1-sulfonamide ClC1=C(C=CC(=C1NC=1C(=C2C(N(C=NC2=CC1)C)=O)Cl)F)NS(=O)(=O)N1CCCC1